2,3-dimethylbutylstyrene CC(CC=CC1=CC=CC=C1)C(C)C